NC1=NC=2C=CC(=CC2C2=C1[C@@H](OC2)C)C(=O)O (S)-4-amino-3-methyl-1,3-dihydrofuro[3,4-c]quinoline-8-carboxylic acid